NC1=NC=C(C2=C1C(=NN2[C@@H]2CN(CC2)C(C=C)=O)C#CC2=C(C(=CC(=C2F)OC)OC)F)C2=NN(C=C2)CCOC (S)-1-(3-(4-amino-3-((2,6-difluoro-3,5-dimethoxyphenyl)ethynyl)-7-(1-(2-methoxyethyl)-1H-pyrazol-3-yl)-1H-pyrazolo[4,3-c]pyridin-1-yl)pyrrolidin-1-yl)prop-2-en-1-one